6-(3,4-dimethyl-1H-pyrazol-1-yl)-N-(6-methoxy-1-methyl-1H-indazol-7-yl)pyridine-3-sulfonamide CC1=NN(C=C1C)C1=CC=C(C=N1)S(=O)(=O)NC=1C(=CC=C2C=NN(C12)C)OC